3-(4-(1-acetyl-5-bromo-1H-indazol-6-yl)piperazin-1-yl)oxetane-3-carbonitrile C(C)(=O)N1N=CC2=CC(=C(C=C12)N1CCN(CC1)C1(COC1)C#N)Br